CC1(CC(CCC1)CCO)C Z-3,3-dimethyl-1-cyclohexane-ethanol